N[C@H]1[C@H](CCC1)O (1S,2R)-2-aminocyclopentan-1-ol